C1(=CC=CC=C1)C(C(=O)C1=C(C=CC=C1)C)CC(C#C)CC(F)(F)F phenyl-1-(o-tolyl)-4-(2,2,2-trifluoroethyl)hex-5-yn-1-one